FC=1C(=NC(=NC1)NC1=CC=C(C=C1)S(=O)(=O)N)N1CC2(CC2)C(C1)F 4-[(5-fluoro-4-{7-fluoro-5-azaspiro[2.4]heptan-5-yl}pyrimidin-2-yl)amino]benzenesulfonamide